6-(1-(3-(1H-1,2,3-triazol-1-yl)propanoyl)-1,2,5,6-tetrahydropyridin-3-yl)-7-fluoro-4-(4-methoxyquinolin-3-yl)-1H-indole-2-carboxylic acid N1(N=NC=C1)CCC(=O)N1CC(=CCC1)C1=CC(=C2C=C(NC2=C1F)C(=O)O)C=1C=NC2=CC=CC=C2C1OC